N-(Cyclopropyl-methyl)-4-[[4-(3,4-dihydro-6-hydroxy-1(2H)-quinolinyl)-2-pyrimidinyl]amino]benzenesulfonamide C1(CC1)CNS(=O)(=O)C1=CC=C(C=C1)NC1=NC=CC(=N1)N1CCCC2=CC(=CC=C12)O